piperazate C1CNCCN1.OP(=O)(O)O